9-(phenylthio)nonylacrylic acid C1(=CC=CC=C1)SCCCCCCCCCC(C(=O)O)=C